C(C1=CC=CC=C1)OC1=CC=C(OCCOCCNC2=CC=CC=C2)C=C1 N-(2-(2-(4-(benzyloxy)phenoxy)ethoxy)ethyl)aniline